5-ethylcyclopentene C(C)C1CCC=C1